N1(CCOCC1)C(=O)C1=CC(=CC=C1)C=C Morpholinyl-(3-vinylphenyl)methanone